ClC1=C(C=CC=C1)CC(=O)NC1=CC(=C(C=C1)OC1=C(C(=C(C(=C1[2H])[2H])[2H])[2H])Cl)S(N)(=O)=O 2-(2-chlorophenyl)-N-(4-{[2-chloro(2H4)phenyl]oxy}-3-sulfamylphenyl)acetamide